C1(CC1)C(CC(=O)NC1=NC2=C(N1CC(F)(F)F)C=C(C=C2)C(C)(C)O)(C)C 3-cyclopropyl-N-(6-(2-hydroxypropan-2-yl)-1-(2,2,2-trifluoroethyl)-1H-benzo[d]imidazol-2-yl)-3-methylbutanamide